C1(=CC=CC2=CC=CC=C12)CN(C(C(N)=O)=O)CC1=NC=CC=C1 N'-(1-naphthylmethyl)-N'-(2-pyridylmethyl)oxamide